(S)-2-(2-(1-benzylpyrrolidin-2-yl)phenyl)propan-2-ol C(C1=CC=CC=C1)N1[C@@H](CCC1)C1=C(C=CC=C1)C(C)(C)O